din-propyl phosphite P(OCCC)(OCCC)[O-]